(R)-1'-(5-Amino-1-(2-chlorobenzyl)-1H-pyrazole-4-carbonyl)-6-chloro-5-fluorospiro[benzo[d][1,3]oxazine-4,3'-piperidin]-2(1H)-one NC1=C(C=NN1CC1=C(C=CC=C1)Cl)C(=O)N1C[C@@]2(CCC1)C1=C(NC(O2)=O)C=CC(=C1F)Cl